NC=1N=C(C=2C(N1)=CN(N2)CC2=C(C=C(C=C2)N2CCN(CC2)C(CCCCNC(CCCCCCC\C=C/CCCCCCCC)=O)=O)OC)NCCCC N-(5-(4-(4-((5-amino-7-(butylamino)-2H-pyrazolo[4,3-d]pyrimidin-2-yl)methyl)-3-methoxyphenyl)piperazin-1-yl)-5-oxopentyl)oleamide